NC=1SC(=C(N1)C)C(CBr)=O 1-(2-amino-4-methyl-thiazol-5-yl)-2-bromo-ethanone